1-((S or R)-1-(4-methyl-5-((1R,5S)-2-oxo-3-azabicyclo[3.1.0]hexan-3-yl)pyrimidin-2-yl)ethyl)-1H-pyrazol CC1=NC(=NC=C1N1C([C@@H]2C[C@@H]2C1)=O)[C@H](C)N1N=CC=C1 |o1:14|